N-((1R)-1-(1-naphthyl)ethyl)-3-(3-(trifluoromethyl)phenyl)propan-1-amine hydrochloride Cl.C1(=CC=CC2=CC=CC=C12)[C@@H](C)NCCCC1=CC(=CC=C1)C(F)(F)F